BrC1=CC2=C(NC1=O)N(N=C2)C2CC2 5-bromo-1-(cyclopropyl)-1,7-dihydro-6H-pyrazolo[3,4-b]pyridin-6-one